succinimidyloxycarbonyl-methyl-(2-pyridyldithio)toluene C1(CCC(N1OC(=O)C(C1=CC=CC=C1)(SSC1=NC=CC=C1)C)=O)=O